2-(6-(4-(1-((Diethylamino)methyl)cyclopropyl)phenyl)-4,7-dimethyl-2H-indazol-2-yl)-2-((R)-6-fluoro-6,7-dihydro-5H-pyrrolo[1,2-c]imidazol-1-yl)-N-(thiazol-2-yl)acetamide C(C)N(CC)CC1(CC1)C1=CC=C(C=C1)C=1C=C(C2=CN(N=C2C1C)C(C(=O)NC=1SC=CN1)C1=C2N(C=N1)C[C@@H](C2)F)C